4-(3-chlorophenyl)-N-((1R,2R,4S)-7-cyano-7-azabicyclo[2.2.1]heptan-2-yl)-1,3-thiazole-2-carboxamide ClC=1C=C(C=CC1)C=1N=C(SC1)C(=O)N[C@H]1[C@H]2CC[C@@H](C1)N2C#N